4-(difluoromethoxy)-2-((4-fluoro-2-methylphenyl)amino)benzonitrile FC(OC1=CC(=C(C#N)C=C1)NC1=C(C=C(C=C1)F)C)F